NCCCN1CCN(CC1)C=1C=C2CN(C(C2=CC1)=O)C1C(NC(CC1)=O)=O 3-(5-(4-(3-aminopropyl)piperazin-1-yl)-1-oxoisoindol-2-yl)piperidine-2,6-dione